FC1=CC=C(C=C1)C1=C(N=C(C2=CC3=C(C=C12)C=NN3)N=S3(CCNCC3)=O)C(C)C 1-((5-(4-fluorophenyl)-6-isopropyl-1H-pyrazolo[4,3-g]isoquinolin-8-yl)imino)-1λ6-thiomorpholine 1-oxide